4-[1-(1-methyl-2,3-dihydro-1H-inden-4-yl)ethyl]-1-(triphenylmethyl)imidazole CC1CCC2=C(C=CC=C12)C(C)C=1N=CN(C1)C(C1=CC=CC=C1)(C1=CC=CC=C1)C1=CC=CC=C1